ClC1=NC=C(C(=C1)C1=C(C=NC(=C1)C)C(=O)NC=1SC2=C(N1)C=C(C=C2)O)OC 2'-chloro-N-(5-hydroxy-1,3-benzothiazol-2-yl)-5'-methoxy-6-methyl-[4,4'-bipyridine]-3-carboxamide